P(=O)(OC[N+]1=C(C(=CC=C1)C1=CC(=NO1)CC1=CC=C(C=C1)CNC1=NC(NC=C1F)=O)N)(O)[O-] (2-amino-3-(3-(4-(((5-fluoro-2-oxo-1,2-dihydropyrimidin-4-yl)amino)methyl)benzyl)isoxazol-5-yl)pyridin-1-ium-1-yl)methyl hydrogen phosphate